O=C1NC(CCC1N1C(C2=CC=CC(=C2C1=O)C#CCOCCCCCN(C(OC(C)(C)C)=O)C)=O)=O 1-Tert-butyl (5-((3-(2-(2,6-dioxopiperidin-3-yl)-1,3-dioxoisoindolin-4-yl)prop-2-yn-1-yl)oxy)pentyl)(methyl)carbamate